C(C)(C)(C)OC(=O)N[C@@]1(CN(CC1)C1=CC(=NC=C1C(=O)O)C#N)C (S)-4-(3-((tert-butoxycarbonyl)amino)-3-methylpyrrolidin-1-yl)-6-cyanonicotinic acid